(2-chlorophenyl)-N-[3-{[(dimethylamino)methylidene]sulfamoyl}-4-(4,4,5,5-tetramethyl-1,3,2-dioxaborolan-2-yl)phenyl]acetamide ClC1=C(C=CC=C1)CC(=O)NC1=CC(=C(C=C1)B1OC(C(O1)(C)C)(C)C)S(N=CN(C)C)(=O)=O